ClC=1C=C(C(=O)NC(C(=O)O)CC2=CC=C(C=C2)OCCCC2=NC=3NCCCC3C=C2)C=C(C1)Cl 2-(3,5-dichlorobenzamido)-3-(4-(3-(5,6,7,8-tetrahydro-1,8-naphthyridin-2-yl)propoxy)phenyl)propanoic acid